O[C@H]([C@@H](C)[C@H]1CC[C@@H]2[C@@]1(CC[C@H]1[C@H]2COC([C@@H]2[C@@]1(C[C@H]([C@H](C2)O)O)C)=O)C)[C@@H]([C@H](C(C)C)C)O (1R,3aS,3bS,6aS,8S,9R,10aR,10bS,12aS)-1-[(2S,3R,4R,5S)-3,4-Dihydroxy-5,6-dimethylheptan-2-yl]-8,9-dihydroxy-10a,12a-dimethylhexadecahydro-6H-indeno[4,5-d][2]benzoxepin-6-one